O[C@H](CNC(N)=O)C N'-[(2S)-2-hydroxypropyl]urea